N-(2-chloro-3-(3'-chloro-6-methoxy-5-((((5-oxopyrrolidin-2-yl)methyl)amino)methyl)-[2,4'-bipyridin]-2'-yl)phenyl)-5-(((3-fluoropropyl)amino)methyl)thiazole-2-carboxamide ClC1=C(C=CC=C1C1=NC=CC(=C1Cl)C1=NC(=C(C=C1)CNCC1NC(CC1)=O)OC)NC(=O)C=1SC(=CN1)CNCCCF